COCCCN1C(C(=CC=C1)CCN1C(C2=CC=CC=C2C1=O)=O)=O 2-(2-(1-(3-methoxypropyl)-2-oxo-1,2-dihydropyridin-3-yl)ethyl)isoindoline-1,3-dione